methyl 4-methoxy-3-(N-(2-(4-methylpiperazin-1-yl) ethyl) methylsulfonylamino)-benzoate COC1=C(C=C(C(=O)OC)C=C1)N(CCN1CCN(CC1)C)S(=O)(=O)C